l-2-(bis(4-fluorophenyl)-methoxy)-ethyl-4-(3-phenylpropyl)piperazine FC1=CC=C(C=C1)C(OCCN1CCN(CC1)CCCC1=CC=CC=C1)C1=CC=C(C=C1)F